CC1=CC=C(C=C1)S(=O)(=O)[O-].C(#N)[C@H]1[NH2+]CC(C1)=C (S)-2-cyano-4-methylenepyrrolidin-1-ium 4-methylbenzenesulfonate